NC1=CC=CC(=N1)S(=O)(=O)C1=C(C(=NC=C1)OC1=C(C=C(C=C1C)C)C)C(=O)N (6-amino-2-pyridyl)sulfonyl-2-(2,4,6-trimethylphenoxy)pyridine-3-carboxamide